C1(CCCCC1)NC1=NC(=NC=C1C(=O)N)NC1=C(C=C2CCN(CC2=C1)C)OC 4-(cyclohexylamino)-2-[(6-methoxy-2-methyl-1,2,3,4-tetrahydroisoquinolin-7-yl)amino]pyrimidine-5-carboxamide